ClC1(CCN(CCC1)C1=C(C(=O)NC2=CC(=NC=C2)S(N)(=O)=O)C=C(C=N1)C(F)(F)F)Cl 2-(4,4-Dichloroazepan-1-yl)-N-(2-sulfamoylpyridin-4-yl)-5-(trifluoro-methyl)nicotinamide